3-chloro-2-(8-chloro-5-(2,3-dihydroxypropoxy)-2-methyl-4-oxo-1,6-naphthyridin-1(4H)-yl)benzonitrile ClC=1C(=C(C#N)C=CC1)N1C(=CC(C2=C(N=CC(=C12)Cl)OCC(CO)O)=O)C